methyl 5-chloro-3-methoxypyrazine-2-carboxylate ClC=1N=C(C(=NC1)C(=O)OC)OC